CS(=O)(=O)C1=NC=C2C(=N1)N(C(N(C2)[C@H]2CCN(C1=CC=CC=C21)C(=O)OC(C)(C)C)=O)C2COCC2 (4S)-tert-butyl 4-(7-(methylsulfonyl)-2-oxo-1-(tetrahydrofuran-3-yl)-1,2-dihydropyrimido[4,5-d]pyrimidin-3(4H)-yl)-3,4-dihydroquinoline-1(2H)-carboxylate